C1CC2(N3CCCC13C(=O)OC)CC2 methyl tetrahydrospiro[cyclopropan-1,3'-pyrrolizin]-7a'(5'H)-formate